potassium nonane CCCCCCCCC.[K]